N,N-dimethyl-1-(5-ethyl-2-hexadecyloxy-3-methoxyphenyl)methanamine N-oxide C[N+](CC1=C(C(=CC(=C1)CC)OC)OCCCCCCCCCCCCCCCC)(C)[O-]